C(C)C=1C(NC=2C=C(C=NC2C1)CN1CCN(CC1)C=1C=CC(=NC1C(F)F)C(=O)NC([2H])([2H])[2H])=O 5-(4-((7-Ethyl-6-oxo-5H-1,5-naphthyridin-3-yl)methyl)piperazin-1-yl)-N-(methyl-d3)-6-(difluoromethyl)pyridine-2-carboxamide